5-tert-butyl-N-[[4-[6-[4-[2-[4-[4-(2,6-dioxo-3-piperidyl)phenyl]-1-piperidyl]ethoxy]phenyl]pyrrolo[2,1-f][1,2,4]triazin-4-yl]-2-methyl-phenyl]methyl]-1,2,4-oxadiazole-3-carboxamide C(C)(C)(C)C1=NC(=NO1)C(=O)NCC1=C(C=C(C=C1)C1=NC=NN2C1=CC(=C2)C2=CC=C(C=C2)OCCN2CCC(CC2)C2=CC=C(C=C2)C2C(NC(CC2)=O)=O)C